N,5-bis(pyridin-3-yl)furan-2-carboxamide N1=CC(=CC=C1)NC(=O)C=1OC(=CC1)C=1C=NC=CC1